C(C)(=O)N(N(C(=O)C1=CC=2C3=C(C(=NC2C=C1)N)C=NN3C)CC3=CC1=C(S3)C=CC=C1)C N'-acetyl-4-amino-N-(benzo[b]thiophen-2-ylmethyl)-N',1-dimethyl-1H-pyrazolo[4,3-c]quinoline-8-carbohydrazide